COC1=C(C=CC(=C1)C)NC(C)=O N-(2-methoxy-4-methylphenyl)acetamide